C(CCC)N1C(N(CC(C1)=CC=1OC=CC1)CCCC)(C)C 1,3-dibutyl-5-((furan-2-yl)methylene)-dihydro-2,2-dimethylpyrimidine